CSCO[C@H]1C[C@@H](O[C@@H]1CO[Si](C)(C)C(C)(C)C)N1C(=O)NC(=O)C(C)=C1 O-methylthiomethyl-5'-O-T-butyldimethylsilyl-thymidine